S(N)(=O)(=O)C1=CC=C(CNC2CC3(CN(C3)C(=O)OC(C)(C)C)C2)C=C1 tert-butyl 6-(4-sulfamoylbenzylamino)-2-azaspiro[3.3]heptane-2-carboxylate